bis[bis[2-methyladamantylacetyl-oxymethoxyphenyl]phenylsulfonium] ethanedisulfonate C(CS(=O)(=O)[O-])S(=O)(=O)[O-].CC1C2(CC3CC(CC1C3)C2)CC(=O)OCOC2=C(C=CC=C2)[S+](C2=CC=CC=C2)C2=C(C=CC=C2)OCOC(CC23C(C1CC(CC(C2)C1)C3)C)=O.CC3C1(CC2CC(CC3C2)C1)CC(=O)OCOC1=C(C=CC=C1)[S+](C1=CC=CC=C1)C1=C(C=CC=C1)OCOC(CC12C(C3CC(CC(C1)C3)C2)C)=O